(3-Fluorophenyl)methyl-5-(1-benzofuran-5-sulfonyl)-1H,2H,3H,4H,5H,6H-pyrrolo[3,4-c]pyrrole-2-carboxamide FC=1C=C(C=CC1)CC1N(CC2=C1CN(C2)S(=O)(=O)C=2C=CC1=C(C=CO1)C2)C(=O)N